OC1=C(C=CC(=C1)O)N1N=C2C(=N1)C=CC=C2 2-(2,4-dihydroxyphenyl)-2H-benzotriazol